ClC1=C(C=C(C=C1)C(F)(F)F)NC(=O)C1=C(N=C(S1)N(C(=O)C1(CC1)C(=O)N)C1=CC(=CC(=C1)F)F)C1CC1 N-(5-((2-chloro-5-(trifluoromethyl)phenyl)carbamoyl)-4-cyclopropylthiazol-2-yl)-N-(3,5-difluorophenyl)cyclopropane-1,1-dicarboxamide